CCCP1(=O)OP(=O)(OP(=O)(O1)CCC)CCC PROPYLPHOSPHONIC ANHYDRIDE